C1(CCCCC1)C1=CC=2NC(C(=CC2S1)C(=O)O)=O 2-cyclohexyl-5-oxo-4,5-dihydrothieno[3,2-b]pyridine-6-carboxylic acid